3-Oxo-5-[2-(3-oxo-3-[4-[5-(trifluoromethyl)pyrimidin-2-yl]piperazin-1-yl]propoxy)ethoxy]-2,3-dihydropyridazine-4-carbonitrile O=C1NN=CC(=C1C#N)OCCOCCC(N1CCN(CC1)C1=NC=C(C=N1)C(F)(F)F)=O